O=C1NC(CCC1N1C(C2=CC=CC(=C2C1=O)CCCCCCCCCNC(OC(C)(C)C)=O)=O)=O tert-Butyl (9-(2-(2,6-dioxopiperidin-3-yl)-1,3-dioxoisoindolin-4-yl)nonyl)carbamate